COC(=O)[C@@H]1CC[C@H](CC1)C(=O)O trans-4-methoxycarbonyl-cyclohexanecarboxylic acid